3-methyl-2-pyridinecarboxylic acid CC=1C(=NC=CC1)C(=O)O